tert-butyl 7-methyl-2,4-dioxo-1,3,8-triazaspiro[4.5]decane-8-carboxylate CC1CC2(C(NC(N2)=O)=O)CCN1C(=O)OC(C)(C)C